p-aminocresol NC=1C=C(C(=CC1)O)C